C(C)(C)(C)C1=CC(=CC(C1)(C(C)(C)C)C(C)(C)C)C1=CC(=CC=C1)C(C)(C)C 3,3',5,5-tetra-tert-butyl-1,1'-biphenyl